FC(C=1C=C(CN(C2=CC=3OC(C(=CC3S2)C(=O)O)=O)C)C=C(C1)C(F)(F)F)(F)F 2-((3,5-bis(trifluoromethyl)benzyl)(methyl)amino)-5-oxo-5H-thieno-[3,2-b]pyran-6-carboxylic acid